N-methyl-1-[6-methyl-4-(trifluoromethyl)pyridin-2-yl]pyrrolidine-2-carboxamide CNC(=O)C1N(CCC1)C1=NC(=CC(=C1)C(F)(F)F)C